ClC=1C=CC(=C(C1)C1=CC(N(C=C1F)C(CCOC)C1=NC2=C(N1)C=CC(=C2)C(=O)O)=O)N2N=NN=C2 2-(1-(4-(5-chloro-2-(1H-tetrazol-1-yl)phenyl)-5-fluoro-2-oxopyridin-1(2H)-yl)-3-methoxypropyl)-1H-benzo[d]imidazole-5-carboxylic acid